C(C1=CC=CC=C1)ON1C(=C(C2=CC=CC=C12)C#N)C(C)C (benzyloxy)-2-isopropyl-1H-indole-3-carbonitrile